rac-(3S,4S)-4-(2-aminothiazol-5-yl)-3-fluoro-4-hydroxy-piperidine-1-carboxylic acid tert-butyl ester C(C)(C)(C)OC(=O)N1C[C@@H]([C@](CC1)(O)C1=CN=C(S1)N)F |r|